CN[C@@H](CC1=CC=CC=C1)C |r| (R/S)-N-methyl-1-phenylpropan-2-amine